C(CCCCCCCCCCCCCCCCC)(=O)OO peroxystearic acid